C[C@@H]1N(CCN(C1)C)C1=CC(=C(C=C1)NC1=NC=C(C(=N1)C1=CC2=C(C(N(CCS2(=O)=O)C)=O)S1)C(F)(F)F)CC (S)-7-(2-((4-(2,4-dimethylpiperazin-1-yl)-2-ethylphenyl)amino)-5-(trifluoromethyl)pyrimidin-4-yl)-4-methyl-3,4-dihydrothieno[2,3-f][1,4]thiazepin-5(2H)-one 1,1-dioxide